N-[(2R,3S)-1-[3-chloro-5-(1,1-difluoropropan-2-yl)isoquinolin-8-yl]-2-methylazetidin-3-yl]-N-methylmethanesulfonamide ClC=1N=CC2=C(C=CC(=C2C1)C(C(F)F)C)N1[C@@H]([C@H](C1)N(S(=O)(=O)C)C)C